1-nonyl N,N-dioctylaminoacetate C(CCCCCCC)N(CCCCCCCC)CC(=O)OCCCCCCCCC